3-[[3-Oxo-4-(trifluoromethyl)-2,5,6,7-tetrahydrocyclopenta[c]pyridazin-7-yl]oxy]propionic acid methyl ester COC(CCOC1CCC=2C1=NNC(C2C(F)(F)F)=O)=O